1-(2-((4-fluoro-3-(4-methylpiperazine-1-carbonyl)phenyl)amino)-5-methylpyrimidin-4-yl)-N-(1-(3-chlorophenyl)-2-hydroxyethyl)-1H-pyrrole-3-carboxamide FC1=C(C=C(C=C1)NC1=NC=C(C(=N1)N1C=C(C=C1)C(=O)NC(CO)C1=CC(=CC=C1)Cl)C)C(=O)N1CCN(CC1)C